C(C)(=O)C1=CNC(C1O)C(C)CCCC 3-acetyl-4-hydroxy-5-sec-hexyl-pyrrolin